1-methylindolin-2-one monohydrate O.CN1C(CC2=CC=CC=C12)=O